IC1=NNC2=NC=C(C=C21)N2CCOCC2 4-(3-iodo-1H-pyrazolo[3,4-b]pyridin-5-yl)morpholine